CC1=CC=C(C=N1)NC1=C(C=CC=C1[N+](=O)[O-])C 6-methyl-N-(2-methyl-6-nitrophenyl)pyridin-3-amine